(R)-2-amino-N-((S)-1-(((S)-5-amino-1-(3-benzyl-1,2,4-oxadiazol-5-yl)pentyl)amino)-3-(4-hydroxy-2,6-dimethylphenyl)-1-oxopropan-2-yl)-4-guanidino-butanamide N[C@@H](C(=O)N[C@H](C(=O)N[C@@H](CCCCN)C1=NC(=NO1)CC1=CC=CC=C1)CC1=C(C=C(C=C1C)O)C)CCNC(=N)N